OCCN(CCS(=O)(=O)O)CCO N,N-Bis(2-hydroxyethyl)-2-aminoethane-sulfonic acid